C(/C1=CC=CC=C1)=C/1\C=C[C@H]2C(C(C(=C[C@@]2(C1)C)C#N)=O)(C)C (4aR,7E,8aS)-7-benzylidene-4,4,8a-trimethyl-3-oxo-4a,8-dihydronaphthalene-2-carbonitrile